(R)-1-t-butylmethylphosphino-2-diphenylphosphinobenzene C(C)(C)(C)CPC1=C(C=CC=C1)P(C1=CC=CC=C1)C1=CC=CC=C1